tert-butyl (1R,3S,5R)-3-[(6-chloropyrazolo[3,4-d]pyrimidin-1-yl)methyl]-2-azabicyclo[3.1.0]hexane-2-carboxylate ClC1=NC=C2C(=N1)N(N=C2)C[C@H]2N([C@@H]1C[C@@H]1C2)C(=O)OC(C)(C)C